P(=O)(O)(O)C[C@H](N)C(=O)O 3-phosphono-L-alanine